2,6-dimethylpiperidine-1-carboxylate CC1N(C(CCC1)C)C(=O)[O-]